C(C)C1OCOCC1 4-ethyl-1,3-dioxane